vinyl-tris(dimethylphenylsiloxy)silane C(=C)[Si](O[Si](C)(C)C1=CC=CC=C1)(O[Si](C)(C)C1=CC=CC=C1)O[Si](C1=CC=CC=C1)(C)C